(2-tert-butyl-1-cyclohexyloxy)-2-butanol C(C)(C)(C)C1C(CCCC1)OCC(CC)O